6-(butylamino)-3-cyanopyrazolo[1,5-a]pyridin-4-yl trifluoromethanesulfonate FC(S(=O)(=O)OC=1C=2N(C=C(C1)NCCCC)N=CC2C#N)(F)F